FC1=C(CC=2NC(=NN2)C(=O)N)C(=CC=C1F)F 5-(2,3,6-trifluorobenzyl)-4H-1,2,4-triazole-3-carboxamide